BrC1=C2C(CCC(C2=C(C=C1)Br)(C)C)(C)C 5,8-dibromo-1,1,4,4-tetramethyl-1,2,3,4-tetrahydronaphthalene